tert-Butyl (4-(pyridin-3-yl)benzyl)(2-(tritylamino)ethyl)carbamate N1=CC(=CC=C1)C1=CC=C(CN(C(OC(C)(C)C)=O)CCNC(C2=CC=CC=C2)(C2=CC=CC=C2)C2=CC=CC=C2)C=C1